(1-isopropyl-1H-imidazol-4-yl){(1R,5S,6r)-6-[(4S)-4,5,5-trimethyl-4,5-dihydro-1,2-oxazol-3-yl]-3-azabicyclo[3.1.0]hex-3-yl}methanone C(C)(C)N1C=NC(=C1)C(=O)N1C[C@H]2C([C@H]2C1)C1=NOC([C@H]1C)(C)C